CN1[C@@H]2CN([C@H](C1)C2)CC(=O)N 2-((1S,4S)-5-methyl-2,5-diazabicyclo[2.2.1]heptan-2-yl)acetamide